tert-butyl (S)-4-(4-(((6S,9S)-9-(methoxycarbonyl)-2,2,3,3-tetramethyl-7,12-dioxo-4,11-dioxa-8-aza-3-silatridecan-6-yl)carbamoyl)thiazol-2-yl)-2-methylpiperazine-1-carboxylate COC(=O)[C@@H](NC([C@H](CO[Si](C(C)(C)C)(C)C)NC(=O)C=1N=C(SC1)N1C[C@@H](N(CC1)C(=O)OC(C)(C)C)C)=O)COC(C)=O